1-((5-bromothiophen-2-yl)sulfonyl)-3-methyl-1H-pyrazole BrC1=CC=C(S1)S(=O)(=O)N1N=C(C=C1)C